C(C)(C)N(C=1C(C1N(C(C)C)C(C)C)=[N+](C(C)C)C(C)C)C(C)C N-(2,3-bis(diisopropylamino)cycloprop-2-en-1-ylidene)-N-isopropylpropan-2-aminium